N1(C=NC=C1)C=1C=CC=C(C1)O 5-(1H-imidazol-1-yl)phenol